BrC1=C2C=NC(C2=CC(=C1)O)=O 4-bromo-6-hydroxyisoindol-1-one